O[C@H]1CS(C[C@@H]1[C@@H]1N2C(C3=CC=CC=C13)=CN=C2)(=O)=O (3R,4R)-3-hydroxy-4-((S)-5H-imidazo[5,1-a]isoindol-5-yl)tetrahydrothiophene 1,1-dioxide